(2S)-2-(4-(2-(aminomethyl)-4-oxo-3,4-dihydro-quinazolin-7-yl)-1-methyl-1H-pyrazol-5-yl)-4-chloro-3-fluoro-6-(1-methylcyclopropoxy)benzonitrile NCC1=NC2=CC(=CC=C2C(N1)=O)C=1C=NN(C1C1=C(C#N)C(=CC(=C1F)Cl)OC1(CC1)C)C